5-(3-chloro-4-(2-chloro-3-(5-((((R)-2-hydroxypropyl)amino)methyl)-6-methoxypyridin-2-yl)phenyl)pyridin-2-yl)-2-(2-((((R)-5-oxopyrrolidin-2-yl)methyl)amino)ethyl)isoindolin-1-one ClC=1C(=NC=CC1C1=C(C(=CC=C1)C1=NC(=C(C=C1)CNC[C@@H](C)O)OC)Cl)C=1C=C2CN(C(C2=CC1)=O)CCNC[C@@H]1NC(CC1)=O